Methyl (2S)-2-((2S)-2-(((2-(3-chlorophenyl)-1-phenylethoxy)carbonyl)amino)-3-cyclohexylpropanamido)-3-((S)-2-oxopyrrolidin-3-yl)propanoate ClC=1C=C(C=CC1)CC(OC(=O)N[C@H](C(=O)N[C@H](C(=O)OC)C[C@H]1C(NCC1)=O)CC1CCCCC1)C1=CC=CC=C1